(2'-fluoro-4'-methoxy-[1,1'-biphenyl]-3-yl)boronic acid FC1=C(C=CC(=C1)OC)C1=CC(=CC=C1)B(O)O